CC1=C(C=C(C2=C1CCO2)C(=O)N[C@H]2CCOC[C@@H]2O)CC2=CC=C(C=C2)C2=CN=C(O2)C 1,5-anhydro-2,3-dideoxy-3-[(4-methyl-5-{[4-(2-methyl-1,3-oxazol-5-yl)phenyl]methyl}-2,3-dihydro-1-benzofuran-7-carbonyl)amino]-L-threo-pentitol